C1(CC1)NC(=N)NC1=C(C=C(C=C1)C1=NNC(CC1C)=O)C 1-cyclopropyl-3-(2-methyl-4-(4-methyl-6-oxo-1,4,5,6-tetrahydropyridazine-3-yl)phenyl)guanidine